6-amino-5-fluoro-pyridine-3-carbonitrile NC1=C(C=C(C=N1)C#N)F